4-(3-Methacryloxy-2-hydroxypropoxy)phenylpropan C(C(=C)C)(=O)OCC(COC1=CC=C(C=C1)CCC)O